C1(=CC=CC=2C3=CC=CC=C3CC12)C1(C(C(=O)N)C(=CC=C1)F)F 2-fluorenyl-2,6-difluorobenzamide